C(C)OCC1(CN(CC1)CC=1C(=NC(=CC1)C)C)CCC1=CC=C(C=C1)F 3-((3-(ethoxymethyl)-3-(4-fluoro-phenethyl)pyrrolidin-1-yl)methyl)-2,6-dimethylpyridine